C(=O)(OC(C)(C)C)N1[C@H](CCC1)C(=O)O |r| (dl)-N-Boc-proline